COC=1C=C2C(=CNC2=CC1)CC(=O)N(C)CC1=CC(=CC=C1)OC 2-(5-methoxy-1H-indol-3-yl)-N-(3-methoxybenzyl)-N-methylacetamide